(6S,8R)-6-(4-bromo-2,6-difluorophenyl)-8-methyl-3-(tetrahydro-2H-pyran-2-yl)-7-(2,2,2-trifluoroethyl)-6,7,8,9-tetrahydro-3H-pyrazolo[4,3-J]isoquinoline BrC1=CC(=C(C(=C1)F)[C@@H]1C(C2[C@H](CN=C3C2(C=C1)C(N=N3)C3OCCCC3)C)CC(F)(F)F)F